7-chloro-6-fluoro-1,2,3,4-tetrahydroquinoline-8-carbonitrile ClC1=C(C=C2CCCNC2=C1C#N)F